3-ethoxy-1-(3-fluorophenyl)-1H-pyrazole-5-carboxylic acid C(C)OC1=NN(C(=C1)C(=O)O)C1=CC(=CC=C1)F